ClC1=NC=C(C(=C1)C1=C(C=NC(=C1)C)C(=O)NC=1SC2=C(N1)CN(C2)C(=O)C=2C1=C(N(N2)C)CCC1)OC 2'-chloro-5'-methoxy-6-methyl-N-(5-{1-methyl-1H,4H,5H,6H-cyclopenta[c]pyrazole-3-carbonyl}-4H,5H,6H-pyrrolo[3,4-d][1,3]thiazol-2-yl)-[4,4'-bipyridine]-3-carboxamide